C(C)(C)(C)OC(N[C@@H]1CN(CCC1)C(=O)C=1SC(=NN1)C=1C=NC(=CC1NC(C)C)C1=CC=C2N1N=CC(=C2)C#N)=O (S)-(1-(5-(6-(3-cyanopyrrolo[1,2-b]pyridazin-7-yl)-4-(isopropylamino)pyridin-3-yl)-1,3,4-thiadiazol-2-carbonyl)piperidin-3-yl)carbamic acid tert-butyl ester